(4-(4-hydroxy-3-isopropylbenzyl)-3,5-dimethylphenoxy)-N-propylacetamide OC1=C(C=C(CC2=C(C=C(OCC(=O)NCCC)C=C2C)C)C=C1)C(C)C